ortho-formate C([O-])([O-])[O-]